ClC1=C(CN2N=C(N=C2N)NC2=NC=CC=C2)C(=CC=C1)Cl 1-(2,6-dichlorobenzyl)-N3-(pyridin-2-yl)-1H-1,2,4-triazole-3,5-diamine